1-adamantyl-3-propylimidazolium C12(CC3CC(CC(C1)C3)C2)C=2NC=C[N+]2CCC